F[C@@](C(=O)N1[C@H]([C@H]2[C@@H](C1)CCC2)C(=O)N[C@@H](C[C@H]2C(NCC2)=O)C(CF)=O)(C)C2=CC(=CC=C2)F (1R,3aS,6aR)-2-((S)-2-fluoro-2-(3-fluorophenyl)propanoyl)-N-((S)-4-fluoro-3-oxo-1-((S)-2-oxopyrrolidin-3-yl)butan-2-yl)octahydrocyclopenta[c]pyrrole-1-carboxamide